COCCNC1=NC(=NC=C1)CN1C(C=C(C=C1)C1=NN(C2=NC=CC=C21)C2=CC=C(C=C2)C(F)(F)F)=O 1-((4-((2-methoxyethyl)amino)pyrimidin-2-yl)methyl)-4-(1-(4-(trifluoromethyl)phenyl)-1H-pyrazolo[3,4-b]pyridin-3-yl)pyridin-2(1H)-one